7,7-dimethyl-9-(trifluoromethyl)-6a,7,12,12a-tetrahydro-6H,13H-thiochromeno[3',4':5,6]thiopyrano[4,3-b]quinolone CC1(C2C(NC3=CC=C(C=C13)C(F)(F)F)C1=C(S(C2)=O)C=2C=CC=CC2SC1)C